C(C=C)N1N(C2=NC(=NC=C2C1=O)NC=1C=C2CCNCC2=CC1)C1=NC(=CC=C1)C(C)(C)O 2-allyl-1-[6-(1-hydroxy-1-methyl-ethyl)-2-pyridinyl]-6-(1,2,3,4-tetrahydroisoquinolin-6-ylamino)pyrazolo[3,4-D]Pyrimidine-3-one